Trans-N-(2-((2-(dimethylamino)ethyl)(methyl)amino)-5-((5-(3-(4-fluorophenyl)acrylamido)-4-(1-methyl-1H-indol-3-yl)pyrimidin-2-yl)amino)-4-(trifluoromethoxy)phenyl)but-2-ynamide CN(CCN(C1=C(C=C(C(=C1)OC(F)(F)F)NC1=NC=C(C(=N1)C1=CN(C2=CC=CC=C12)C)NC(\C=C\C1=CC=C(C=C1)F)=O)NC(C#CC)=O)C)C